3-Hexyl-1,2,4-triazole C(CCCCC)C1=NNC=N1